(1E)-N-[(6-chloro-3-pyridinyl)methyl]-N'-cyano-N-methylacetamidine ClC1=CC=C(C=N1)CN(\C(\C)=N\C#N)C